2-Fluoro-4-methoxybenzonitrile FC1=C(C#N)C=CC(=C1)OC